3-(5-(((1R,2S)-2-(2-oxa-8-azaspiro[4.5]decan-8-yl)cyclopentyl)oxy)-1-oxoisoindolin-2-yl)piperidine-2,6-dione C1OCCC12CCN(CC2)[C@@H]2[C@@H](CCC2)OC=2C=C1CN(C(C1=CC2)=O)C2C(NC(CC2)=O)=O